3-(3-(3-((tert-butyldimethylsilyl)oxy)propoxy)-5-cyclopropyl-4-nitro-1H-pyrazol-1-yl)-2,5-dimethylpyridine [Si](C)(C)(C(C)(C)C)OCCCOC1=NN(C(=C1[N+](=O)[O-])C1CC1)C=1C(=NC=C(C1)C)C